N[C@@H]([C@H](O)C)C(=O)[O-] threonineAt